C(C1=CC=CC=C1)OCC1=NN(C(N1CC)=O)C1=C(C=C2C(N(CN(C2=C1)[C@@H](C)CC)C1=C(C=CC=C1F)Cl)=O)F (S)-7-(3-((benzyloxy)methyl)-4-ethyl-5-oxo-4,5-dihydro-1H-1,2,4-triazol-1-yl)-1-(sec-butyl)-3-(2-chloro-6-fluorophenyl)-6-fluoro-2,3-dihydroquinazolin-4(1H)-one